BrC=1C=C2C(=C3C(=C4CCC[N+]5=C4C(=C3)CCC5)OC2=CC1)C1=C(C=C(C=C1)S(=O)(=O)O)S(=O)(=O)[O-] 2-(11-bromo-1,2,3,5,6,7-hexahydrochromeno[2,3-f]pyrido[3,2,1-ij]quinolin-4-ium-9-yl)-5-sulfobenzenesulfonate